3-chloro-4-fluoro-5,6,7,8-tetrahydroisoquinolin-5-ol ClC=1N=CC=2CCCC(C2C1F)O